1-(trans-4-(4-chloro-3-fluorophenyl)-1-(2-methoxyethyl)pyrrolidin-3-yl)-3-(4-methyl-3-(1-methyl-2-oxo-1,2-dihydropyridin-4-yl)-1-phenyl-1H-pyrazol-5-yl)urea ClC1=C(C=C(C=C1)[C@H]1[C@@H](CN(C1)CCOC)NC(=O)NC1=C(C(=NN1C1=CC=CC=C1)C1=CC(N(C=C1)C)=O)C)F